argininyl-amide N[C@@H](CCCNC(N)=N)C(=O)[NH-]